Cl.NC(C(C(=O)O)(F)F)CN1N=C(N=N1)C1=CC=C(C=C1)OC1=NC=C(C=C1F)Cl 3-amino-4-(5-(4-((5-chloro-3-fluoropyridin-2-yl) oxy) phenyl)-2H-tetrazol-2-yl)-2,2-difluorobutyrate hydrochloride